N-{(1R)-5-[5-(2-Hydroxyethyl)(1,2,4-oxadiazol-3-yl)]indanyl}(1-methylpyrazol-4-yl)carboxamid OCCC1=NC(=NO1)C=1C=C2CC[C@H](C2=CC1)NC(=O)C=1C=NN(C1)C